hexafluoro-2-pentanone FC(C(C(C(F)(F)F)=O)(F)F)C